6-bromoindane-1-carbonitrile BrC1=CC=C2CCC(C2=C1)C#N